C(CCCCCCCCC)OC(CCC(=O)OCCCCCCBr)OCCCCCCCCCC 6-bromohexyl 4,4-bis(decyloxy)butanoate